N-dodecanoyl-L-sarcosine C(CCCCCCCCCCC)(=O)N(C)CC(=O)O